N,N-dimethyl-1,3-butylenediamine CN(CCC(C)N)C